6-chloro-2H-1,2,4-benzothiadiazine-7-sulfonamide 1,1-dioxide ClC=1C(=CC2=C(N=CNS2(=O)=O)C1)S(=O)(=O)N